N1(CCC1)CC1(CC1)NC([C@@](C)(C1=CC(=CC=C1)F)F)=O |r| Racemic-N-(1-(azetidin-1-ylmethyl)cyclopropyl)-2-fluoro-2-(3-fluorophenyl)propanamide